ClC=1C=C(C#N)C=C(C1)CCN1CC(NCC1)COC1=CC(=C(C=C1)S(=O)(=O)C)C(F)(F)F 3-chloro-5-{2-[3-{[4-methanesulfonyl-3-(trifluoromethyl)phenoxy]methyl}piperazin-1-yl]ethyl}benzonitrile